ClC1=NC=CC(=N1)NC=1C=C2C(CNC(C2=CC1)=O)(C)C 6-((2-chloropyrimidin-4-yl)amino)-4,4-dimethyl-3,4-dihydroisoquinolin-1(2H)-one